2-[(2S,4R)-2-{[(S)-(4-cyclopropyl-3-fluorophenyl)(phenyl) methyl]carbamoyl}-4-fluoropyrrolidin-1-yl]-2-oxoethyl 4-(2,2,2-trifluoroethyl)piperazine-1-carboxylate FC(CN1CCN(CC1)C(=O)OCC(=O)N1[C@@H](C[C@H](C1)F)C(N[C@@H](C1=CC=CC=C1)C1=CC(=C(C=C1)C1CC1)F)=O)(F)F